(1R,4s)-4-(8-(2-chloro-4,6-difluorophenylamino)-2-((1S,3S)-3-hydroxycyclohexylamino)-9H-purin-9-yl)cyclohexanecarboxamide ClC1=C(C(=CC(=C1)F)F)NC=1N(C2=NC(=NC=C2N1)N[C@@H]1C[C@H](CCC1)O)C1CCC(CC1)C(=O)N